3-(4-fluoro-2-(trifluoromethyl)benzyl)-N-methyl-5,6,7,8-tetrahydroimidazo[1,2-a]pyrazine-2-carboxamide hydrochloride Cl.FC1=CC(=C(CC2=C(N=C3N2CCNC3)C(=O)NC)C=C1)C(F)(F)F